[H-].[Na+].[B+3].[H-].[H-].[H-] Boron Sodium Hydride